racemic-7-(1-hydroxy-3-methyl-3,4-dihydro-2,1-benzoxaborole-7-yl)cinnolin-4-amine OB1OC(C2C1=C(C=CC2)C2=CC=C1C(=CN=NC1=C2)N)C